1-(6-bromo-1-methyl-1H-pyrazolo[4,3-b]pyridin-3-yl)dihydropyrimidine-2,4(1H,3H)-dione BrC=1C=C2C(=NC1)C(=NN2C)N2C(NC(CC2)=O)=O